6-(3-Chloro-4-methylphenyl)-N-[3-(4-fluorophenyl)-1-methylazetidin-3-yl]-3-methyl-4-oxo-4,5-dihydropyrazolo[1,5-a]pyrazine-2-carboxamide ClC=1C=C(C=CC1C)C=1NC(C=2N(C1)N=C(C2C)C(=O)NC2(CN(C2)C)C2=CC=C(C=C2)F)=O